C[C@@H]1COCC(N1)=O (R)-5-methylmorpholine-3-one